2,6-dimethyl-3-t-butylphenol CC1=C(C(=CC=C1C(C)(C)C)C)O